((1S,6R,7R)-7-(2-fluorophenyl)-3-(3-(2-methyl-1H-benzo[d]imidazol-5-yl)-1H-pyrazolo[3,4-b]pyrazin-6-yl)-3-azabicyclo[4.1.0]heptan-7-yl)methanamine FC1=C(C=CC=C1)[C@]1([C@@H]2CCN(C[C@H]12)C1=CN=C2C(=N1)NN=C2C2=CC1=C(NC(=N1)C)C=C2)CN